2-({4-[3-(2-chloro-4-methylphenoxy)benzoyl]piperazin-1-yl}methyl)-1-{[(2S)-oxetan-2-yl]methyl}-1H-1,3-benzodiazole-6-carboxylic acid ClC1=C(OC=2C=C(C(=O)N3CCN(CC3)CC3=NC4=C(N3C[C@H]3OCC3)C=C(C=C4)C(=O)O)C=CC2)C=CC(=C1)C